rac-tert-butyl 2-(2-chloro-6-(4-fluorophenyl)pyridin-4-yl)-2-methylazetidine-1-carboxylate ClC1=NC(=CC(=C1)[C@@]1(N(CC1)C(=O)OC(C)(C)C)C)C1=CC=C(C=C1)F |r|